CN(CC#CC(CNC(OC(C)(C)C)=O)O)C tert-butyl N-[5-(dimethylamino)-2-hydroxypent-3-yn-1-yl]carbamate